methyl 4-(4-[[2-(4-chlorophenyl)-4,4-dimethylcyclohex-1-en-1-yl] methyl] piperazin-1-yl)-2-[2H,3H,4H-pyrido[2,3-b][1,4]oxazepin-1-yl]benzoate ClC1=CC=C(C=C1)C1=C(CCC(C1)(C)C)CN1CCN(CC1)C1=CC(=C(C(=O)OC)C=C1)N1C2=C(OCCC1)N=CC=C2